1-(4-Chloro-2-(piperidin-2-yl)benzyl)-2-thioxo-1,2,3,5-tetrahydro-4H-pyrrolo[3,2-d]pyrimidin-4-one ClC1=CC(=C(CN2C(NC(C3=C2C=CN3)=O)=S)C=C1)C1NCCCC1